ClC1=CC(=NC=C1)CNC1=C(C(=NC=C1)OC1(CC1)C)N N4-((4-chloropyridin-2-yl)methyl)-2-(1-methylcyclopropoxy)pyridine-3,4-diamine